7-cyclobutoxy-N-(1-cyclopropyl-2-oxo-1,2-dihydropyridin-3-yl)-2-(1-methyl-2-oxabicyclo[2.1.1]hexan-4-yl)imidazo[1,2-a]pyridine-6-carboxamide C1(CCC1)OC1=CC=2N(C=C1C(=O)NC=1C(N(C=CC1)C1CC1)=O)C=C(N2)C21COC(C2)(C1)C